COC(C)CC methyl-sec-butylether